CC1=CC=2C=3N(C(=NC2C(=C1)C(C)NC1=C(C(=O)O)C=CC=C1)N1CCOCC1)C=C(N3)CC(F)(F)F 2-((1-(9-methyl-5-morpholino-2-(2,2,2-trifluoroethyl)imidazo[1,2-c]quinazolin-7-yl)ethyl)amino)benzoic acid